4-piperazinediethanol di-n-propyl-2,3-diisobutyl-2-cyanosuccinate C(CC)C(C(C)C)(C(C(C(=O)O)(C#N)CC(C)C)C(=O)O)CCC.N1(CCN(CC1)CCO)CCO